N-phenylbenzo[b]thiophen-3-amine C1(=CC=CC=C1)NC=1C2=C(SC1)C=CC=C2